N-Boc-isatoic acid anhydride C(=O)(OC(C)(C)C)N1C=2C(C(=O)OC1=O)=CC=CC2